N[C@H]1[C@H](N(CC1)C1=NC(=CC(=C1C#N)C(F)(F)F)C)C=1N(C=CN1)C=1C=C(C=CC1)C 2-[(2S,3R)-3-amino-2-[1-(m-tolyl)imidazol-2-yl]pyrrolidin-1-yl]-6-methyl-4-(trifluoromethyl)pyridine-3-carbonitrile